methoxyvinyl α-fluoroacrylate FC(C(=O)OC=COC)=C